3-(4-chlorophenyl)-4-(3-fluorobenzyl)-1-isopropylpiperazine-2,5-dione ClC1=CC=C(C=C1)C1C(N(CC(N1CC1=CC(=CC=C1)F)=O)C(C)C)=O